7-methyl-2-((4-methyl-6-(1-methyl-1H-pyrazol-4-yl)pyridin-3-yl)amino)-9-(tetrahydro-2H-thiopyran-4-yl)-7,9-dihydro-8H-purin-8-one CN1C(N(C2=NC(=NC=C12)NC=1C=NC(=CC1C)C=1C=NN(C1)C)C1CCSCC1)=O